FC=1C=C2C(=NC1)N(C(N2C2=CC=C(C=C2)C(F)(F)F)=O)C2CN(C2)C(C(=C)F)=O 6-fluoro-3-(1-(2-fluoroacryloyl)azetidin-3-yl)-1-(4-(trifluoromethyl)phenyl)-1,3-dihydro-2H-imidazo[4,5-b]pyridin-2-one